C(C)(C)(C)OC(=O)NCCCC[C@H](N)C(=O)O N6-(tert-butoxycarbonyl)-L-lysine